3-chloro-N-((3-chloropyrazin-2-yl)methyl)-2-cyanoisonicotinamide ClC1=C(C(=O)NCC2=NC=CN=C2Cl)C=CN=C1C#N